C1(=CC=CC=C1)NNC(=O)[O-] phenylhydrazinoformate